BrC1=CC=C(C=C1)S(=O)(=O)N1CC2(C3=CC=CC=C13)CCCCC2 1'-(4-bromobenzenesulfonyl)-1',2'-dihydrospiro[cyclohexane-1,3'-indole]